NCCNC(C(=O)[O-])C N-(2-aminoethyl)-aminopropionate